(2S)-2-[(5-amino-6-vinylpyridin-2-yl)formylamino]glutaric acid 1,5-diethyl ester C(C)OC([C@H](CCC(=O)OCC)NC(=O)C1=NC(=C(C=C1)N)C=C)=O